N1=NC=CC2=CC(=CC=C12)C1=CNC=2N=C(N=CC21)NC2CCC(CC2)NC(C)=O N-((1r,4r)-4-((5-(cinnolin-6-yl)-7H-pyrrolo[2,3-d]pyrimidin-2-yl)amino)cyclohexyl)acetamide